N1(CCC1)C(=O)C=1C=C2C(=NN(C2=CC1)CC(F)F)C=1SC(=CC1)Cl azetidin-1-yl-(3-(5-chlorothien-2-yl)-1-(2,2-difluoroethyl)-1H-indazol-5-yl)methanone